1-[2-[4-[3-[1-(5-chloropyrimidin-2-yl)-4-piperidyl]propoxy]-2-fluoro-phenyl]acetyl]-N-[2-hydroxy-1-(hydroxymethyl)ethyl]azetidine-3-carboxamide ClC=1C=NC(=NC1)N1CCC(CC1)CCCOC1=CC(=C(C=C1)CC(=O)N1CC(C1)C(=O)NC(CO)CO)F